C1(CCCCC1)N(CCO)C1CCCCC1 N,N-dicyclohexyl-ethanolamine